C(C=C)(=O)OCC(COC(C=C)=O)(COC(C=C)=O)COC(C=C)=O PentaErythritol TetraAcrylate